ClC1=C(C(=CC=C1)Cl)N1C=2N(C3=C(C1=O)C=NC(=N3)NC3=CC(=C(C(=C3)OC)N3CCC(CC3)N(C)C)Cl)CCN2 6-(2,6-dichlorophenyl)-2-((3-chloro-4-(4-(dimethylamino)piperidin-1-yl)-5-methoxyphenyl)amino)-8,9-dihydroimidazo[1,2-a]pyrimido[5,4-e]pyrimidin-5(6H)-one